tert-Butyl 2-((((9H-fluoren-9-yl)methoxy) carbonyl)amino)-3-(3-(trifluoromethyl) phenyl)propanoate C1=CC=CC=2C3=CC=CC=C3C(C12)COC(=O)NC(C(=O)OC(C)(C)C)CC1=CC(=CC=C1)C(F)(F)F